C1(CC1)C=1N=CN(C1)C1=CC(=NC=C1N1CCOCC1)C(=O)N[C@]1(COC2=C(C=3N1C=NN3)C=CC=C2)C (R)-4-(4-cyclopropyl-1H-imidazol-1-yl)-N-(5-methyl-5,6-dihydrobenzo[f][1,2,4]triazolo[4,3-d][1,4]oxazepin-5-yl)-5-morpholinopicolinamide